3,5-difluoro-4-hydroxy-N-({(1r,4r)-4-[6-(pyridazin-4-yl)-2H-indazol-2-yl]cyclohexyl}methyl)benzamide FC=1C=C(C(=O)NCC2CCC(CC2)N2N=C3C=C(C=CC3=C2)C2=CN=NC=C2)C=C(C1O)F